F/C(=C(\CC(C1=CC=CC=C1)O)/C1=CC=CC=C1)/P(C1=CC2=CC=CC=C2C=C1)(C1=CC2=CC=CC=C2C=C1)=O (Z)-(1-fluoro-4-hydroxy-2,4-diphenyl-but-1-en-1-yl)di(naphthalene-2-yl)phosphine oxide